C(C)OC(CN(CC)C1=C(C=CC2=C1CC(C=1C(=NC=NC21)N)(C)C)O[C@@H]2CC[C@@H](CC2)N)=O.ClC2=CC=C(O2)C(=O)NCC2=CC=C(C=C2)F 5-chloro-N-(4-fluorobenzyl)furan-2-carboxamide ethyl-2-[[4-amino-8-(cis-4-aminocyclohexoxy)-5,5-dimethyl-6H-benzo[h]quinazolin-7-yl]-ethyl-amino]acetate